HYDROXYACRYLAMIDE OC(C(=O)N)=C